(4-methoxy-3-(trifluoromethyl)phenyl)methanone COC1=C(C=C(C=C1)C=O)C(F)(F)F